5-(2,6-dimethylphenyl)-9,9-dioxo-2-oxa-9λ6-thia-6,8,15,26-tetrazatetracyclo[18.3.1.13,7.110,14]hexacosa-1(23),3,5,7(26),10(25),11,13,20(24),21-nonaen-16-one CC1=C(C(=CC=C1)C)C=1C=C2OC3=CC=CC(CCCC(NC4=CC=CC(S(NC(N1)=N2)(=O)=O)=C4)=O)=C3